NC1=NC2=CC(=CC=C2C(=N1)N[C@@](CO)(CCCC)C)C1=CC(NC=C1CN(C)CCCC)=O (R)-4-(2-Amino-4-((1-hydroxy-2-methylhexan-2-yl)amino)quinazolin-7-yl)-5-((butyl(methyl)amino)methyl)pyridin-2(1H)-one